N1=CC(=CC=C1)N1N=C2C(=C1)SC=C2 2-(3-pyridinyl)-2H-thieno[3,2-c]pyrazole